trimethyl-(pentamethylcyclopentadienyl)platinum (IV) C[Pt](C1(C(=C(C(=C1C)C)C)C)C)(C)C